(S)-2-(4-tert-butyl-1H-pyrrole-3-carboxamido)-N1-(1-(2-(1-adamantylamino)ethyl)-2-oxo-1,2-dihydropyridin-3-yl)-N6-ethyl-5-oxohexanediamide C(C)(C)(C)C=1C(=CNC1)C(=O)N[C@H](C(=O)NC=1C(N(C=CC1)CCNC12CC3CC(CC(C1)C3)C2)=O)CCC(C(=O)NCC)=O